FC=1C=C(C=CC1)N1N=C(CC(C1=O)C(=O)OC)C1=CC=C(C=C1)C(F)(F)F methyl 2-(3-fluorophenyl)-3-oxo-6-[4-(trifluoromethyl) phenyl]-2,3,4,5-tetrahydropyridazine-4-carboxylate